N-(4-((methylsulfonyl)methyl)pyridin-2-yl)pyridin-2-amine CS(=O)(=O)CC1=CC(=NC=C1)NC1=NC=CC=C1